FC1=C2CC(CC2=CC(=C1)OC1CN(C1)S(=O)(=O)C)CO [4-fluoro-6-(1-methylsulfonylazetidin-3-yl)oxy-indan-2-yl]methanol